CC1(CC(C1)NC1=NN=C(C=2N1N=C(C2)C)C2=C(C=C(C=C2)C(F)(F)F)OC(F)(F)F)O 1-Methyl-3-((2-methyl-4-(2-(trifluoromethoxy)-4-(trifluoromethyl)phenyl)pyrazolo[1,5-d][1,2,4]triazin-7-yl)amino)cyclobutan-1-ol